tert-butyl N-[4-[4-[1-(2,6-dioxo-3-piperidyl)-3-methyl-2-oxo-benzimidazol-5-yl] piperazin-1-yl]butyl]carbamate O=C1NC(CCC1N1C(N(C2=C1C=CC(=C2)N2CCN(CC2)CCCCNC(OC(C)(C)C)=O)C)=O)=O